C(C)OC(=O)C=1C=NN(C1C(F)(F)F)C1CN(CCC1)C1=C(C=CC(=C1)Cl)C1=CC=C(C=C1)N1CCN(CC1)C(CCC)=O 1-{1-[4'-(4-butyrylpiperazin-1-yl)-4-chloro[1,1'-biphenyl]-2-yl]piperidin-3-yl}-5-(trifluoromethyl)-1H-pyrazole-4-carboxylic acid ethyl ester